[Zn].BrC1=C(C(=NC=C1)C(=O)O)OCC bromo-ethoxy-pyridinecarboxylic acid zinc